O[C@@H]([C@H](CC)S(=O)(=O)N(CC1=CC=C(C=C1)OC)CC1=CC=C(C=C1)OC)CC=C (3S,4R)-4-HYDROXY-N,N-BIS(4-METHOXYBENZYL)HEPT-6-ENE-3-SULFONAMIDE